ClC=1C(C2C3C=CC(C2C(C1)=O)CC3)=O endo-4-chloro-tricyclo[6.2.2.02,7]dodeca-4,9-diene-3,6-dione